NC=1C=C(C=C(C1)Cl)CNC(OC(C)(C)C)=O tert-butyl N-[(3-amino-5-chloro-phenyl)methyl]carbamate